tert-butyl 5-ethyl-2,4-dioxopiperidine-1-carboxylate C(C)C1C(CC(N(C1)C(=O)OC(C)(C)C)=O)=O